1-nonadecanoyl-2-heneicosanoyl-glycero-3-phosphocholine C(CCCCCCCCCCCCCCCCCC)(=O)OCC(OC(CCCCCCCCCCCCCCCCCCCC)=O)COP(=O)([O-])OCC[N+](C)(C)C